C(C)C=1C=CC(=C(C1)S(=O)(=O)NC1=NOC(=N1)C1=CC=CC=C1)OC 5-ethyl-2-methoxy-N-(5-phenyl-1,2,4-oxadiazol-3-yl)benzenesulfonamide